1-[2-(2-isopropylphenyl)-5-(2-trimethylsilylethoxymethyl)pyrrolo[3,2-d]pyrimidin-7-yl]-1-[4-[1-methyl-4-(trifluoromethyl)imidazol-2-yl]phenyl]ethanol C(C)(C)C1=C(C=CC=C1)C=1N=CC2=C(N1)C(=CN2COCC[Si](C)(C)C)C(C)(O)C2=CC=C(C=C2)C=2N(C=C(N2)C(F)(F)F)C